C(C=C)OC(C1=C(C=C(C=C1)N)OCC=C)=O Allyl-2-(allyloxy)-4-aminobenzoate